2,5-dimethoxybenzenesulfonamide COC1=C(C=C(C=C1)OC)S(=O)(=O)N